N=1ON=C2C1C=CC(=C2)N benzo[c][1,2,5]oxadiazole-5-amine